2-(6-Bromo-1',1'-difluoro-1-oxospiro[3H-isoquinolin-4,2'-cyclopropan]-2-yl)-N-(1H-pyrazolo[3,4-d]pyrimidin-6-yl)acetamide BrC=1C=C2C(=CC1)C(N(CC21C(C1)(F)F)CC(=O)NC1=NC=C2C(=N1)NN=C2)=O